C(C)SC=1OC2=C(C=C(C=C2C(C1)=O)C)C(C)O 2-ethylsulfanyl-8-(1-hydroxyethyl)-6-methyl-chromen-4-one